5-amino-2-(3,3-difluoropropyl)-8-[(cis)-2,6-dimethylmorpholin-4-yl]-7-phenyl-[1,2,4]triazolo[4,3-c]pyrimidin-3-one NC1=NC(=C(C=2N1C(N(N2)CCC(F)F)=O)N2C[C@H](O[C@H](C2)C)C)C2=CC=CC=C2